tert-butyl (S)-3-(7-(2,6-dioxopiperidin-3-yl)-6-oxo-7,8-dihydro-2H,6H-spiro[furo[2,3-e]isoindole-3,4'-piperidin]-1'-yl)propanoate O=C1NC(CC[C@@H]1N1C(C2=CC=C3C(=C2C1)OCC31CCN(CC1)CCC(=O)OC(C)(C)C)=O)=O